4-(6-(3,6-Diazabicyclo[3.1.1]hept-3-yl)pyridin-3-yl)-6-(2-hydroxy-2-methylpropyloxy)pyrazolo[1,5-a]pyridine-3-carbonitrile dihydrochloride Cl.Cl.C12CN(CC(N1)C2)C2=CC=C(C=N2)C=2C=1N(C=C(C2)OCC(C)(C)O)N=CC1C#N